C(C)C1=C(C2=C(C=N1)N=C(N2CC2=C(C=C(C=C2F)S(=O)(=O)N)F)C)C2=CC=CC=C2 4-((6-ethyl-2-methyl-7-phenyl-1H-imidazo[4,5-c]pyridin-1-yl)methyl)-3,5-difluorobenzenesulfonamide